tert-butyl-N-[(1S)-2-amino-2-oxo-1-[[(2S)-3-oxo-4H-1,4-benzoxazin-2-yl]methyl]ethyl]carbamate C(C)(C)(C)OC(N[C@H](C(=O)N)C[C@@H]1OC2=C(NC1=O)C=CC=C2)=O